C(#N)N1[C@H](C[C@H](C1)OC)C(=O)N(C1=CC=C(C=C1)S(F)(F)(F)(F)F)C(C(=O)NC1CCC(CC1)(F)F)C1=CN=NC=C1 (2R,4R)-1-cyano-N-[2-[(4,4-difluorocyclohexyl)amino]-2-oxo-1-pyridazin-4-yl-ethyl]-4-methoxy-N-[4-(pentafluoro-λ6-sulfanyl)phenyl]pyrrolidine-2-carboxamide